4-fluoro-N-(4-((5-(4-nitrophenyl)-1H-pyrazol-3-yl)amino)phenyl)benzenesulfonamide FC1=CC=C(C=C1)S(=O)(=O)NC1=CC=C(C=C1)NC1=NNC(=C1)C1=CC=C(C=C1)[N+](=O)[O-]